(R)-5-bromo-N-(4-fluoro-3-(3-imino-2,5-dimethyl-1,1-dioxo-1,2,4-thiadiazin-5-yl)phenyl)-1H-benzo[d]imidazole BrC1=CC2=C(N(C=N2)C2=CC(=C(C=C2)F)[C@]2(NC(N(S(C2)(=O)=O)C)=N)C)C=C1